ClC=1C=C(C=CC1OCC1=NC=CC=C1)C1(NC=NC2=CC(=C(C=C12)N)C#CC1(CCN(CC1)C)C)N 4-(3-chloro-4-(pyridin-2-ylmethoxy)phenyl)-7-((1,4-dimethylpiperidin-4-yl)ethynyl)quinazoline-4,6-diamine